O1C=C(C=C1)C(C(=O)N1C(CCCC1)C=1NC(=CN1)C1=CC=C(C=C1)C)C 2-(furan-3-yl)-1-(2-(5-(p-tolyl)-1H-imidazol-2-yl)piperidin-1-yl)propan-1-one